NC1=C2N(C(N(C2=NC=N1)C1CCN(CC1)C1CCN(CC1)C1CN(C1)C=1C=C2C(N(C(C2=CC1)=O)C1C(NC(CC1)=O)=O)=O)=O)C1=CC=C(CNC(C2=C(C=CC(=C2)F)OC)=O)C=C1 N-(4-(6-amino-9-(1'-(1-(2-(2,6-dioxopiperidin-3-yl)-1,3-dioxoisoindolin-5-yl)azetidin-3-yl)-[1,4'-bipiperidin]-4-yl)-8-oxo-8,9-dihydro-7H-purin-7-yl)benzyl)-5-fluoro-2-methoxybenzamide